CC1=C(N=C(O1)C1CCN(CC1)C)NC1=NC=C(C(=N1)NCCCN1C(OCCC1)=O)C(F)(F)F 3-(3-((2-((5-methyl-2-(1-methylpiperidin-4-yl)oxazol-4-yl)amino)-5-(trifluoromethyl)pyrimidin-4-yl)amino)propyl)-1,3-oxazinan-2-one